N-(6-chloro-3-nitropyridin-2-yl)-2-methylbenzo[d]oxazol-5-amine ClC1=CC=C(C(=N1)NC=1C=CC2=C(N=C(O2)C)C1)[N+](=O)[O-]